FC=1C=C(C=C(C1)F)[C@@H]1CC=NN1C(=O)N1CC(C1)OC1=CC(=NC=C1F)C1=C(C=NN1C)C(=O)NCCN(C)C (S)-5-(4-((1-(5-(3,5-difluorophenyl)-4,5-dihydro-1H-pyrazole-1-carbonyl)azetidin-3-yl)oxy)-5-fluoropyridin-2-yl)-N-(2-(dimethylamino)ethyl)-1-methyl-1H-pyrazole-4-carboxamide